C1(CC1)S(=O)(=O)NC([C@H](C[C@H]1C(NCC1)=O)NC(OC(C)(C)C)=O)=O tert-butyl ((S)-1-(cyclopropanesulfonamido)-1-oxo-3-((S)-2-oxopyrrolidin-3-yl)propan-2-yl)carbamate